[Cl-].[Cl-].CC1=C(C(=C(C1(C)[Zr+2]C1C(=CC2=C(C=CC=C12)C1=CC=CC=C1)C)C)C)C (Pentamethylcyclopentadienyl)(2-methyl-4-phenylindenyl)zirconium dichloride